ortho-xylylene glycol C=1(C(=CC=CC1)CO)CO